C1(CC1)C(=O)NC1=NC=C(C(=O)NC([2H])([2H])[2H])C(=C1)NC1=CC=CC=2C=3C(CN(C12)C)=CNN3 6-(cyclopropanecarboxamido)-N-(methyl-d3)-4-((5-methyl-4,5-dihydro-2H-pyrazolo[4,3-c]quinolin-6-yl)amino)nicotinamide